C[C@@H]1CN(C[C@@H](O1)C)CC1CCN(CC1)C1=C(N)C=CC=C1 2-(4-[(2R,6S)-2,6-dimethylmorpholin-4-yl]methylpiperidin-1-yl)aniline